CN1C=NC(=C1)C=1C=C(C(=O)[O-])C=CC1CNC1=CC=C(C=C1)S(F)(F)(F)(F)F 3-(1-methyl-1H-imidazol-4-yl)-4-((4-(pentafluoro-λ6-sulfanyl)phenyl)amino)methylbenzoate